(S)-2-((tert-butoxycarbonyl)amino)-3,3-diphenylpropionic acid C(C)(C)(C)OC(=O)N[C@H](C(=O)O)C(C1=CC=CC=C1)C1=CC=CC=C1